5-chloro-4-[(3R)-4-(cyclopropylcarbonyl)-3-methylpiperazin-1-yl]-2-(1-methyl-1H-pyrazol-4-yl)pyrimidine ClC=1C(=NC(=NC1)C=1C=NN(C1)C)N1C[C@H](N(CC1)C(=O)C1CC1)C